2-(4-nitrophenyl)-1,5-naphthyridine-4-carboxylic acid [N+](=O)([O-])C1=CC=C(C=C1)C1=NC2=CC=CN=C2C(=C1)C(=O)O